FC(C=1C=C(C=C(C1)C(F)(F)F)[C@H]([C@H](C)N(C(C)C)CC1=C(C=CC(=C1)Cl)C1=CC(=C(C=C1OC)Cl)OCCCC(=O)O)O)(F)F 4-((2'-((((1R,2S)-1-(3,5-bis(trifluoromethyl)phenyl)-1-hydroxypropan-2-yl)(isopropyl)amino)methyl)-4,4'-dichloro-6-methoxy-[1,1'-biphenyl]-3-yl)oxy)butanoic acid